(2R)-N-(3-{6-azaspiro[2.5]oct-6-yl}-4-{4-[2-(4,4-difluoropiperidin-1-yl)-6-methylpyridin-4-yl]-1H-1,2,3-triazol-1-yl}phenyl)-1-hydroxypropane-2-sulfonamide C1CC12CCN(CC2)C=2C=C(C=CC2N2N=NC(=C2)C2=CC(=NC(=C2)C)N2CCC(CC2)(F)F)NS(=O)(=O)[C@@H](CO)C